(2R)-2-(3-chlorophenoxy)pentane-1,5-diol ClC=1C=C(O[C@@H](CO)CCCO)C=CC1